4-(4-cyclopropyl-1H-imidazol-1-yl)-N-(6-(4-isopropyl-4H-1,2,4-triazol-3-yl)pyridin-2-yl)-1H-indole-2-carboxamide C1(CC1)C=1N=CN(C1)C1=C2C=C(NC2=CC=C1)C(=O)NC1=NC(=CC=C1)C1=NN=CN1C(C)C